COC(NC1=C(C=CC(=C1)OC(F)(F)F)F)=O methyl(2-fluoro-5-(trifluoromethoxy)phenyl)carbamate